C12C(C3CC(CC(C1)C3)C2)NC(C(C)N2S(N(CCC2)C2=CC=C(C=C2)Cl)(=O)=O)=O N-(adamantan-2-yl)-2-(6-(4-chlorophenyl)-1,1-dioxido-1,2,6-thiadiazinan-2-yl)propaneamide